C(CC)P([O-])(=O)CCC.[Al+3].C(CC)P([O-])(=O)CCC.C(CC)P([O-])(=O)CCC aluminium dipropylphosphinate